(R)-2-amino-3-cyclopropoxy-N-((R)-4-phenyl-1-((3aS,4S,6S,7aR)-3a,5,5-trimethylhexahydro-4,6-methanobenzo[d][1,3,2]dioxaborol-2-yl)butyl)propanamide N[C@@H](C(=O)N[C@@H](CCCC1=CC=CC=C1)B1O[C@@]2([C@H](O1)C[C@H]1C([C@@H]2C1)(C)C)C)COC1CC1